C1(CCCC1)C1=CC(=CC2=C1N=C(S2)N2[C@@H]1C[C@H]([C@H](C2)C1)OCC=1C(=NOC1C1CC1)C1=C(C=CC=C1Cl)Cl)C(=O)OC methyl 4-cyclopentyl-2-[(1S,4S,5R)-5-[[5-cyclopropyl-3-(2,6-dichlorophenyl)-1,2-oxazol-4-yl]methoxy]-2-azabicyclo[2.2.1]heptan-2-yl]-1,3-benzothiazole-6-carboxylate